N-(4-{3-[(4-Methylphenyl)methyl]-1,2,4-oxadiazol-5-yl}phenyl)-5-oxo-1-[(pyridin-3-yl)methyl]-pyrrolidine-3-carboxamide CC1=CC=C(C=C1)CC1=NOC(=N1)C1=CC=C(C=C1)NC(=O)C1CN(C(C1)=O)CC=1C=NC=CC1